1-(1,3-benzodioxolan-5-yl)-N-prop-2-ynylpropane-2-amine O1COC2=C1C=CC(=C2)CC(C)NCC#C